FC=1C=C(C(=O)N2[C@@H]3C[C@@H]3C[C@@H]2C(=O)N[C@H](C2COC2)C2=C(C=C(C=C2)C(F)(F)F)F)C=C(C1)S(=O)(=O)C (1R,3R,5R)-2-(3-fluoro-5-(methylsulfonyl)benzoyl)-N-((R)-(2-fluoro-4-(trifluoromethyl)phenyl)(3-oxetanyl)methyl)-2-azabicyclo[3.1.0]hexane-3-carboxamide